BrC(C(=O)O)C(C)Br 2,3-dibromobutyric acid